C(#N)C1=C(C(=NC=C1)C#N)C#N Tricyanopyridine